(R)-3-(2-(1,5-dimethyl-6-oxo-1,6-dihydropyrazin-2-yl)pyrimidin-5-yl)-5-(1-((4-fluoro-2-(trifluoromethyl)phenyl)amino)ethyl)-2,7-dimethylisoquinolin-1(2H)-one CN1C(=CN=C(C1=O)C)C1=NC=C(C=N1)C=1N(C(C2=CC(=CC(=C2C1)[C@@H](C)NC1=C(C=C(C=C1)F)C(F)(F)F)C)=O)C